1-(6-((1-(4-(Difluoromethyl)phenyl)-4-methyl-1H-1,2,3-triazol-5-yl)methoxy)pyridazine-3-yl)-1,4-diazepine-5-one FC(C1=CC=C(C=C1)N1N=NC(=C1COC1=CC=C(N=N1)N1CC=NC(C=C1)=O)C)F